α,α,α-trifluorotoluene FC(C1=CC=CC=C1)(F)F